4-(prop-2-ynyl)morpholine C(C#C)N1CCOCC1